COC1=C(C=CC=C1)C1(C(=O)O1)OC1CCOCC1 (2-methoxyphenyl)-2-((tetrahydro-2H-pyran-4-yl)oxy)ethanolid